FC(OC1=CC=C(C=N1)C=1N=C(N=NC1)C(=O)NOCC1=C(C=CC(=C1)OC)F)F 5-(6-(difluoromethoxy)pyridin-3-yl)-N-((2-fluoro-5-methoxybenzyl)oxy)-1,2,4-triazine-3-carboxamide